C1=CC=CC=2C3=CC=CC=C3N(C12)C=1C=CC=2N(C3=CC=C(C=C3C2C1)N1C2=CC=CC=C2C=2C=CC=CC12)C1=C(C=C(C#N)C=C1)C=1C=NC=CC1 4-(9'H-[9,3':6',9''-tercarbazol]-9'-yl)-3-(pyridin-3-yl)benzonitrile